FC1=NC(=C2N=CN(C2=N1)C1OCCCC1)C=1C(=NC=CC1)NC=1C=C(C=CC1C)NC(C1=NC=CC(=C1)C(F)(F)F)=O N-(3-(3-(2-fluoro-9-(tetrahydro-2H-pyran-2-yl)-9H-purin-6-yl)pyridin-2-ylamino)-4-methylphenyl)-4-(trifluoromethyl)picolinamide